9,9-Bis[4-(N,N-bis-biphenyl-4-yl-amino)phenyl]-9H-fluorene C1(=CC=C(C=C1)N(C1=CC=C(C=C1)C1=CC=CC=C1)C1=CC=C(C=C1)C1(C2=CC=CC=C2C=2C=CC=CC12)C1=CC=C(C=C1)N(C1=CC=C(C=C1)C1=CC=CC=C1)C1=CC=C(C=C1)C1=CC=CC=C1)C1=CC=CC=C1